tert-butyl N-[(1S)-4-[6-[5-(1-cyanocyclopropyl)-2-pyridyl]-8-fluoro-1-oxo-2-isoquinolyl]-1-methyl-butyl]carbamate C(#N)C1(CC1)C=1C=CC(=NC1)C=1C=C2C=CN(C(C2=C(C1)F)=O)CCC[C@H](C)NC(OC(C)(C)C)=O